sodium [3-(3-carbamoylpyrazol-1-yl)-7-oxo-1,6-diazabicyclo[3.2.1]oct-3-en-6-yl] sulfate S(=O)(=O)(ON1C2C=C(CN(C1=O)C2)N2N=C(C=C2)C(N)=O)[O-].[Na+]